8-fluoro-3-(3-(3-(6-fluoropyridin-3-yl)-3,8-diazabicyclo[3.2.1]octan-8-yl)-3-oxopropyl)-5-methylisoquinolin-1(2H)-one FC=1C=CC(=C2C=C(NC(C12)=O)CCC(=O)N1C2CN(CC1CC2)C=2C=NC(=CC2)F)C